CC1=C(C(=O)N)C=CC(=C1C=1N=NN(N1)C)NC1=CC(=CC=C1)C(F)(F)F methyl-3-(2-methyltetrazol-5-yl)-4-[3-(trifluoromethyl)anilino]benzamide